isodecyl hydroxy ether acetate C(C)(=O)O.OOCCCCCCCC(C)C